HEPTENYLCYANIDE C(=CCCCCC)C#N